FC1=CC=C(C=C1)C(=C)C=1C=NC(=NC1)N1CCNCC1 4-(5-(1-(4-fluorophenyl)vinyl)pyrimidin-2-yl)piperazine